The molecule is a branched amino pentasaccharide comprising two galactosyl-(1->4)-N-acetylglucosaminyl units linked beta(1->3) and beta(1->6) to an alpha-D-galactose residue; beta-D-Galp-(1->4)-beta-D-GlcpNAc-(1->3)-[beta-D-Galp-(1->4)-beta-D-GlcpNAc-(1->6)]-D-GalpNAc with alpha configuration at the reducing-end anomeric centre. It has a role as an epitope. CC(=O)N[C@@H]1[C@H]([C@@H]([C@H](O[C@H]1OC[C@@H]2[C@@H]([C@@H]([C@H]([C@H](O2)O)NC(=O)C)O[C@H]3[C@@H]([C@H]([C@@H]([C@H](O3)CO)O[C@H]4[C@@H]([C@H]([C@H]([C@H](O4)CO)O)O)O)O)NC(=O)C)O)CO)O[C@H]5[C@@H]([C@H]([C@H]([C@H](O5)CO)O)O)O)O